[3-fluoro-4-[1-methyl-4-(trifluoromethyl)imidazol-2-yl]phenyl]methanol FC=1C=C(C=CC1C=1N(C=C(N1)C(F)(F)F)C)CO